O=C1N(C(C2=CC=CC=C12)=O)/C=C/C=1C(=CC(=NC1)OC)C(=O)OC methyl 5-[(E)-2-(1,3-dioxoisoindolin-2-yl) vinyl]-2-methoxy-pyridine-4-carboxylate